4-(4-chlorophenyl-ethyl)-1H-pyrrole-2-carboxylic acid ClC1=CC=C(C=C1)CCC=1C=C(NC1)C(=O)O